C(C1=CC=CC=C1)(C1=CC=CC=C1)N1[C@@H]([C@H](C1)CS(=O)(=O)C)C (2R,3S)-1-benzhydryl-2-methyl-3-((methylsulfonyl)methyl)azetidine